N1C(CCC2=CC=CC=C12)C=1C=C(C=CC1)CO (3-(1,2,3,4-tetrahydroquinolin-2-yl)phenyl)methanol